(E)-2-((5aR,5bS,7aS,10aS,10bR)-2-(benzylamino)-5a,7a-dimethyl-4,5,5a,5b,6,7,7a,9,10,10a,10b,11-dodecahydro-8H-cyclopenta[7,8]phenanthro[2,1-d]thiazol-8-ylidene)hydrazine-1-carboxamide C(C1=CC=CC=C1)NC=1SC2=C(N1)CC[C@@]1([C@H]3CC[C@]\4([C@H]([C@@H]3CC=C12)CC/C4=N\NC(=O)N)C)C